1-bromo-3-(methoxymethoxy)-5-(trifluoromethoxy)benzene BrC1=CC(=CC(=C1)OC(F)(F)F)OCOC